C1(=CC=CC=C1)C1=NC(=CC(=C1)B(O)O)C1=CC=CC=C1 (2,6-diphenylpyridin-4-yl)boronic acid